5-benzyl-4-(4-chlorobenzoyl)-N,N-diethyl-2-phenylfuran-3-carboxamide C(C1=CC=CC=C1)C1=C(C(=C(O1)C1=CC=CC=C1)C(=O)N(CC)CC)C(C1=CC=C(C=C1)Cl)=O